(((1s,4s)-4-((4-(4-chloro-7,7-dimethyl-5-oxo-5,7-dihydroindolo[1,2-a]quinazolin-9-yl)piperidin-1-yl)methyl)cyclohexyl)amino)-2-(2,6-dioxopiperidin-3-yl)isoindoline-1,3-dione ClC=1C=2C(N=C3N(C2C=CC1)C1=CC=C(C=C1C3(C)C)C3CCN(CC3)CC3CCC(CC3)NC3=C1C(N(C(C1=CC=C3)=O)C3C(NC(CC3)=O)=O)=O)=O